CC1(OC2=CC(=CC=C2C(C1)=O)C1=CNC=2N=C(N=CC21)NCC=2C=NC(=CC2)N2CCN(CC2)C)C 2,2-dimethyl-7-(2-(((6-(4-methylpiperazin-1-yl)pyridin-3-yl)methyl)amino)-7H-pyrrolo[2,3-d]pyrimidin-5-yl)chroman-4-one